C=C(CCCCCCC)C1=NOC=C1 Non-1-en-2-yl-isoxazole